CCCCCCCC(CCCCCCC)OC(CCCC(CCCC(=O)OC(CC1CC2CCCCC2C1)CC1CC2CCCCC2C1)CCCN(C)C)=O 5-[3-(dimethylamino)propyl]azelaic acid 1-[1,3-bis(octahydro-1H-inden-2-yl) propan-2-yl] 9-pentadecan-8-yl ester